CS(=O)C(C)O (methylsulfinyl)ethanol